2-((4-(4-(4-Chloro-2-fluorobenzyl)-3,4-dihydro-2H-benzo[b][1,4]oxazin-6-yl)piperidin-1-yl)methyl)-4-(difluoromethoxy)-1-methyl-1H-benzo[d]imidazole-6-carboxylic acid ClC1=CC(=C(CN2C3=C(OCC2)C=CC(=C3)C3CCN(CC3)CC3=NC2=C(N3C)C=C(C=C2OC(F)F)C(=O)O)C=C1)F